5-(2-methoxyethoxy)-1-methyl-1H-indole-2-carboxylic Acid COCCOC=1C=C2C=C(N(C2=CC1)C)C(=O)O